[Cl-].[Cl-].[Ca+2] calcium dichloride salt